4-bromo-3-oxo-2,3-dihydrospiro[indene-1,4'-piperidine]-1'-carboxylic acid tert-butyl ester C(C)(C)(C)OC(=O)N1CCC2(CC1)CC(C1=C(C=CC=C12)Br)=O